FC=1C=C(CN(C=2C=C3C(=NNC3=CC2)C=CC2=NC=CC=C2)C)C=C(C1)F N-(3,5-difluorobenzyl)-N-methyl-3-(2-(pyridin-2-yl)vinyl)-1H-indazol-5-amine